(S)-N-(5-cyano-4-(3-methoxypyrrolidin-1-yl)pyridin-2-yl)-7-formyl-6-((4-methyl-2-carbonylpiperazin-1-yl)methyl)-3,4-dihydro-1,8-naphthyridine-1(2H)-carboxamide C(#N)C=1C(=CC(=NC1)NC(=O)N1CCCC2=CC(=C(N=C12)C=O)CN1C(CN(CC1)C)=C=O)N1C[C@H](CC1)OC